FC1=CC(=C(C(=O)N(C2CCN(CC2)C2=NN=C(C3=CC=CC=C23)C2=CC=NN2C)C)C=C1)C(F)(F)F 4-Fluoro-N-methyl-N-[1-[4-(1-methyl-1H-pyrazol-5-yl)-1-phthalazinyl]-4-piperidinyl]-2-(trifluoromethyl)-benzamide